OC12C(C=3C=CSC3N=C2N(CC1)C1=CC=C(C=C1)C(F)(F)F)=O 9-hydroxy-12-[4-(trifluoromethyl)phenyl]-4-thia-2,12-diazatricyclo[7.3.0.03,7]dodeca-1,3(7),5-trien-8-one